COC1=C(C(=NC(=N1)N)CC1=CC=CC=C1)OC Dimethoxybenzyl-aminopyrimidine